2-(4-((1-(2-fluoro-4-nitrophenyl)piperidin-4-yl)methoxy)piperidin-1-yl)acetic acid ethyl ester C(C)OC(CN1CCC(CC1)OCC1CCN(CC1)C1=C(C=C(C=C1)[N+](=O)[O-])F)=O